BrC1=NC=2N(C(NC(C2N1C)=O)=O)CC(CF)O[Si](C)(C)C(C)(C)C 8-bromo-3-(2-((tertbutyldimethylsilyl)oxy)-3-fluoropropyl)-7-methyl-3,7-dihydro-1H-purine-2,6-dione